COC1=CC=C(CN2CCN(CC2)C=2SC(=CN2)C(=O)N)C=C1 2-(4-(4-methoxybenzyl)piperazin-1-yl)thiazole-5-carboxamide